C1CC12CCN(CC2)C2=C(C(=O)NC1=CC(=NC(=C1)C)N1CCC(CC1)(F)F)C=CC(=C2)NS(=O)(=O)CCO (6-azaspiro[2.5]oct-6-yl)-N-[2-(4,4-difluoropiperidin-1-yl)-6-methylpyridin-4-yl]-4-[(2-hydroxyethanesulfonyl)amino]benzamide